6-[3-(5-Chloro-2-methoxypyridine-3-sulfonamido)-2,6-difluorophenyl]-7-fluoro-N-(2-methylbut-3-yn-2-yl)-1H-indazole-3-carboxamide ClC=1C=C(C(=NC1)OC)S(=O)(=O)NC=1C(=C(C(=CC1)F)C1=CC=C2C(=NNC2=C1F)C(=O)NC(C)(C#C)C)F